FC1=C(C=CC=C1)C1=NC(=NO1)C=1C=C(C(=O)O)C=CC1 3-(5-(2-fluorophenyl)-1,2,4-oxadiazol-3-yl)benzoic acid